5-(trifluoromethyl)oxazolo[4,5-b]pyridine-2-thiol FC(C1=CC=C2C(=N1)N=C(O2)S)(F)F